C(C)(C)C1=C(NC2=CC=C(C=C12)C1CCN(CC1)C(CNC)=O)C=1C=NC=2N(C1)N=CC2 1-(4-(3-isopropyl-2-(pyrazolo[1,5-a]pyrimidin-6-yl)-1H-indol-5-yl)piperidin-1-yl)-2-(methylamino)ethan-1-one